2-Amino-9-((2R,3R,5S)-3-hydroxy-5-(hydroxymethyl)tetrahydrofuran-2-yl)-7-(3-hydroxybenzyl)-7,9-dihydro-1H-purin-6,8-dion NC=1NC(C=2N(C(N(C2N1)[C@@H]1O[C@@H](C[C@H]1O)CO)=O)CC1=CC(=CC=C1)O)=O